BrC=1C=C(C=CC1)[C@@]1(COC=2C1=NC=CC2)O (R)-3-(3-Bromophenyl)-2,3-dihydrofuro[3,2-b]pyridin-3-ol